1-(2-oxo-1,2,3,4-tetrahydroquinolin-6-yl)-1H-benzo[d]Imidazole-5-carboxylic acid O=C1NC2=CC=C(C=C2CC1)N1C=NC2=C1C=CC(=C2)C(=O)O